C(C1=CC=CC=C1)N(S(=O)(=O)C1=CC=C(C=C1)NC(NCC=1C=NC=CC1)=O)C 3-{4-[benzyl(methyl)sulfamoyl]phenyl}-1-(pyridin-3-ylmethyl)urea